rac-(4R)-7-fluoro-6-[[6-methyl-4-(methylamino)-2-pyridyl]amino]-8-(2,3,4,7-tetrahydro-1H-azepin-5-yl)-3,4-dihydro-2H-pyrano[3,2-b]pyridin-4-ol FC=1C(=C2C(=NC1NC1=NC(=CC(=C1)NC)C)[C@@H](CCO2)O)C=2CCCNCC2 |r|